FC(C1CCC(O1)C(=O)O)(F)F 5-(trifluoromethyl)tetrahydrofuran-2-carboxylic acid